((2R,6R)-4-(2-fluoro-4,5-dimethoxybenzoyl)-2,6-dimethylpiperazin-1-yl)(2-fluoro-4-methoxyphenyl)methanone FC1=C(C(=O)N2C[C@H](N([C@@H](C2)C)C(=O)C2=C(C=C(C=C2)OC)F)C)C=C(C(=C1)OC)OC